3-Amino-4-(7-fluoro-1H-indazol-4-yl)-5-methoxy-8-methyl-1H-1,6-naphthyridin-2-one NC=1C(NC2=C(C=NC(=C2C1C1=C2C=NNC2=C(C=C1)F)OC)C)=O